BrC1=CC=C2C(=CC=NC2=C1CBr)C 7-Bromo-8-(bromomethyl)-4-methylquinoline